5-[2-Chloro-6-cyano-4-[1-methyl-1-[4-[(2-methylsulfanylpyrimidin-4-yl)methoxy]phenyl]ethyl]phenoxy]pentanoyl chloride ClC1=C(OCCCCC(=O)Cl)C(=CC(=C1)C(C)(C1=CC=C(C=C1)OCC1=NC(=NC=C1)SC)C)C#N